BrC1=C(C=C(C=C1)C1=CC2=CN(N=C2C(=C1)C)C)OCOC 5-[4-bromo-3-(methoxymethoxy)phenyl]-2,7-dimethyl-2H-indazole